{6-[(3s,4s)-4-amino-3-methyl-2-oxa-8-azaspiro[4.5]dec-8-yl]-3-(3,4-dichloro-2-methyl-2H-indazol-5-yl)-1H-pyrazolo[3,4-b]pyrazin-5-yl}methanol N[C@@H]1[C@@H](OCC12CCN(CC2)C2=C(N=C1C(=N2)NN=C1C1=C(C2=C(N(N=C2C=C1)C)Cl)Cl)CO)C